OCCN1CCN(CC1)CCNC=C1C(NC2=C(C=CC=C2C1=O)[N+](=O)[O-])=O 3-(((2-(4-(2-hydroxyethyl)piperazin-1-yl)ethyl)amino)methylene)-8-nitroquinoline-2,4(1H,3H)-dione